COC1=C(C=CC(=C1)CCC)OC=C(C1=CC=CC=C1)OC 2-methoxy-1-((2-methoxy-2-phenylvinyl)oxy)-4-propylbenzene